NC1=C2C(=NC(=C1)Cl)C(N(C2C2=C(C=CC=C2)Cl)CC2=CC=C(C=C2)OC)=O 4-amino-2-chloro-5-(2-chlorophenyl)-6-[(4-methoxyphenyl)methyl]-5H,6H,7H-pyrrolo[3,4-b]pyridin-7-one